NC=1C(=NN(C1)C)OC1C(N(C1)C(C)O)(C)C 1-(3-((4-amino-1-methyl-1H-pyrazol-3-yl)oxy)-2,2-dimethyl-azetidin-1-yl)ethanol